(S)-isoleucyl alcohol N[C@@H]([C@@H](C)CC)C(=O)O